2-(3-Chlorophenoxy)-N-[4-[(E)-3-[4-[2-hydroxyethyl(methyl)amino]phenyl]prop-2-enoyl]phenyl]acetamide ClC=1C=C(OCC(=O)NC2=CC=C(C=C2)C(\C=C\C2=CC=C(C=C2)N(C)CCO)=O)C=CC1